ClC=1C=C(C=CC1OCCC1=NC=CC=C1)NC=1C2=C(N=CN1)NC=C2C2CCN(CC2)C(C=C)=O 1-(4-(4-((3-chloro-4-(2-(pyridin-2-yl)ethoxy)phenyl)amino)-7H-pyrrolo[2,3-d]pyrimidin-5-yl)piperidin-1-yl)prop-2-en-1-one